F[P-](F)(F)(F)(F)F.N1(N=NC2=C1N=CC=C2)O[P+](N(C)C)(N(C)C)N(C)C (7-azabenzotriazol-1-yl)oxytris(dimethylamino)phosphonium hexafluorophosphate